CC(CC1=CC=C(C=C1)C(CO)C)C 2-(4-(2-methylpropyl)phenyl)-1-propanol